C(C)OC(CCCN)OCC 4,4-diethoxy-butylamine